4-trimethylpentylphenol CC(CCCCC1=CC=C(C=C1)O)(C)C